CC1=C(C=C(OC[C@H]2N(CC2)C(=O)OC(C)(C)C)C=C1)C(NC1(CC1)C1=C2C=CC(=NC2=CC(=C1)C=1OC=CN1)C)=O tert-Butyl (S)-2-((4-methyl-3-((1-(2-methyl-7-(oxazol-2-yl)quinolin-5-yl)cyclopropyl)carbamoyl)phenoxy)methyl)azetidine-1-carboxylate